FC(OC1=CC=C(C=C1)C1=CN=C2N1C=CN=C2NC2=CC(=C(C=C2)N2C(CCC2)=O)C)F 1-[4-[[3-[4-(difluoromethoxy)phenyl]imidazo[1,2-a]pyrazin-8-yl]amino]-2-methyl-phenyl]pyrrolidin-2-one